Fluoro-2-(((2R,7aS)-2-fluorotetrahydro-1H-pyrrolizin-7a(5H)-yl)methoxy)quinazolin-4-ol FC1=C2C(=NC(=NC2=CC=C1)OC[C@]12CCCN2C[C@@H](C1)F)O